((3r,5r)-3-amino-5-fluoropiperidin-1-yl)(2-(6-chloro-1-(cyclopropylmethyl)-1H-pyrrolo[2,3-b]pyridin-2-yl)-4-fluoro-3-methylpyrazolo[1,5-a]pyridin-6-yl)methanone N[C@H]1CN(C[C@@H](C1)F)C(=O)C=1C=C(C=2N(C1)N=C(C2C)C2=CC=1C(=NC(=CC1)Cl)N2CC2CC2)F